propargyl alcohol C(C#C)O